OCC(=O)N1CC(C1)N1N=CC(=C1)C=1N=C(C=2N(C1)N=CC2)C=2C=NN(C2)C(CC)CC 2-hydroxy-1-(3-(4-(4-(1-(pent-3-yl)-1H-pyrazol-4-yl)pyrazolo[1,5-a]pyrazin-6-yl)-1H-pyrazol-1-yl)azetidin-1-yl)ethanone